4-[4-Amino-2-(N-(2-amino-1-methyl-2-oxoethyl)-4-fluoroanilino)thiazol-5-carbonyl]-N-[(2S)-2-hydroxypropyl]benzamid NC=1N=C(SC1C(=O)C1=CC=C(C(=O)NC[C@H](C)O)C=C1)N(C1=CC=C(C=C1)F)C(C(=O)N)C